N-((1r,4r)-4-(3-chloro-4-cyanophenoxy)cyclohexyl)-6-(4-(4-((2-(2,6-dioxopiperidine-3-yl)-4-fluoro-1-oxoisoindoline-5-yl)methyl)piperazin-1-yl)piperidin-1-yl)pyridazine-3-carboxamide ClC=1C=C(OC2CCC(CC2)NC(=O)C=2N=NC(=CC2)N2CCC(CC2)N2CCN(CC2)CC=2C(=C3CN(C(C3=CC2)=O)C2C(NC(CC2)=O)=O)F)C=CC1C#N